N-(2-((1S,4S)-4-hydroxy-4-((2-(piperidin-4-yl)ethoxy)methyl)cyclohexyl)-6-methoxy-2H-Indol-5-yl)-6-(trifluoromethyl)pyridinecarboxamide OC1(CCC(CC1)C1N=C2C=C(C(=CC2=C1)NC(=O)C1=NC(=CC=C1)C(F)(F)F)OC)COCCC1CCNCC1